N1CCC(CC1)SC=1C=C2C(=CN1)OC(=C2)C#N 5-(piperidin-4-ylsulfanyl)furo[2,3-c]pyridine-2-carbonitrile